N1(CCCC1)C(C)O 1-pyrrolidino-ethanol